3-(adamantan-1-yl)-4-(methoxymethoxy)benzaldehyde C12(CC3CC(CC(C1)C3)C2)C=2C=C(C=O)C=CC2OCOC